4-(1-(1-amino-5-(methoxycarbonyl)-4-(4-methoxyphenyl)-1H-imidazol-2-yl)-3-((tert-butyldimethylsilyl)oxy)propyl)piperidine-1-carboxylic acid tert-butyl ester C(C)(C)(C)OC(=O)N1CCC(CC1)C(CCO[Si](C)(C)C(C)(C)C)C=1N(C(=C(N1)C1=CC=C(C=C1)OC)C(=O)OC)N